C(CCCCCC#C)OCCOCC(=O)O 2-(2-(Oct-7-yn-1-yloxy)ethoxy)acetic acid